3-Fluoro-5-methylbenzenesulfonyl chloride FC=1C=C(C=C(C1)C)S(=O)(=O)Cl